2,6-dimethoxy-4-[(2S)-oxolan-2-yl]benzene-1-sulfonyl chloride COC1=C(C(=CC(=C1)[C@H]1OCCC1)OC)S(=O)(=O)Cl